1,3-DIETHYL-2-ISOCYANO-BENZENE C(C)C1=C(C(=CC=C1)CC)[N+]#[C-]